2-methyl-5-(3-(trifluoromethyl)phenyl)-N-(3-(2-oxopropyl)-1,2,4-thiadiazol-5-yl)furan-3-carboxamide CC=1OC(=CC1C(=O)NC1=NC(=NS1)CC(C)=O)C1=CC(=CC=C1)C(F)(F)F